5-hydroxy-3-(4-methoxybenzyl)-naphtho[2,3-d]isoxazole-4,9-dione OC1=CC=CC=2C(C3=C(C(=NO3)CC3=CC=C(C=C3)OC)C(C12)=O)=O